(1-ethyl-1H-1,2,4-triazol-3-yl)-4-methoxybenzoic acid methyl ester COC(C1=C(C=C(C=C1)OC)C1=NN(C=N1)CC)=O